COC1=CC=C(CN2N=C(C=C(C2=O)C(F)(F)F)C2N(CC2)C(=O)OC(C)(C)C)C=C1 tert-butyl 2-(1-(4-methoxybenzyl)-6-oxo-5-(trifluoromethyl)-1,6-dihydropyridazin-3-yl)azetidine-1-carboxylate